OC(CC(CC(=O)OCC)=O)C ethyl 5-hydroxy-3-oxohexanoate